tertbutyl-lithium C(C)(C)(C)[Li]